FC1=CC=C(NC1=O)C#N 5-fluoro-6-oxo-1H-pyridine-2-carbonitrile